3-((4-fluorophenyl)thio)quinoxaline-2-carboxamide FC1=CC=C(C=C1)SC=1C(=NC2=CC=CC=C2N1)C(=O)N